FC(C=1C=C(CN2C=C(C3=NC=CC=C32)/C=C(/C(=O)[O-])\C#N)C=C(C1)C(F)(F)F)(F)F (E)-3-(1-(3,5-bis(trifluoromethyl) benzyl)-1H-pyrrolo[3,2-b]pyridin-3-yl)-2-cyanoacrylate